ClC=1N=C(C=2N(C(C(=C(N2)C)C)=O)C1)C1=C(C=C(C=C1)Cl)F 7-chloro-9-(4-chloro-2-fluoro-phenyl)-2,3-dimethyl-pyrazino[1,2-a]pyrimidin-4-one